1-(4-(methylsulfonyl)phenyl)-2-oxoindoline-5-carbonitrile CS(=O)(=O)C1=CC=C(C=C1)N1C(CC2=CC(=CC=C12)C#N)=O